OC(C)=C1C(CCC1)=O 2-(1-Hydroxyethylidene)-1-cyclopentanone